C(C)OC1=C(C(=NC=C1C(=O)O)C)C1=CC=C(C=C1)F 4-ethoxy-5-(4-fluorophenyl)-6-methylnicotinic acid